tert-butyl (R)-(cyclopropylmethyl)(1-(1-((4-(5-(dimethylamino)pyridin-3-yl)-1H-1,2,3-triazol-1-yl)methyl)-6-methyl-2-oxo-1,2-dihydropyridin-4-yl)piperidin-3-yl)carbamate C1(CC1)CN(C(OC(C)(C)C)=O)[C@H]1CN(CCC1)C1=CC(N(C(=C1)C)CN1N=NC(=C1)C=1C=NC=C(C1)N(C)C)=O